(R)-N-(7-(piperazin-1-yl)chroman-3-yl)-6-((pyridin-2-ylmethyl)amino)nicotinamide N1(CCNCC1)C1=CC=C2C[C@H](COC2=C1)NC(C1=CN=C(C=C1)NCC1=NC=CC=C1)=O